Cl.CN(CCN1C(C=NC(=C1)C1=NC=CC=C1)=O)C 1-(2-(dimethylamino)ethyl)-5-(pyridin-2-yl)pyrazin-2(1H)-one hydrochloride